BrC1=C(SC2=C1N(C=C2)CC2=CC=C(C=C2)C(F)(F)F)Cl 3-bromo-2-chloro-4-[[4-(trifluoromethyl)phenyl]methyl]thieno[3,2-b]pyrrole